6-(5-Cyanopyridin-2-yl)-4-hydroxy-1-(2-morpholinylethyl)-2-oxo-1,2-dihydro-1,8-naphthyridine-3-carboxylic acid ethyl ester C(C)OC(=O)C=1C(N(C2=NC=C(C=C2C1O)C1=NC=C(C=C1)C#N)CCN1CCOCC1)=O